O=C1NC(CCC1C1=NN(C2=C(C=CC=C12)NC(CN1CCNCC1)=O)C)=O N-[3-(2,6-dioxo-3-piperidyl)-1-methyl-indazol-7-yl]-2-piperazin-1-yl-acetamide